COCCOCCOCCNCC(=O)O N-2-(2-(2-methoxyethoxy)ethoxy)ethylglycine